tert-butyl ((S)-2-hydroxypropyl)(1-(2-(prop-1-en-2-yl)pyrimidin-5-yl)ethyl)carbamate O[C@H](CN(C(OC(C)(C)C)=O)C(C)C=1C=NC(=NC1)C(=C)C)C